C(#N)C12CCC(CC1)(CC2)NC(COC2=CC=C1C(=NN(C1=C2)C)C2C(NC(CC2)=O)=O)=O N-(4-cyanobicyclo[2.2.2]octan-1-yl)-2-((3-(2,6-dioxopiperidin-3-yl)-1-methyl-1H-indazol-6-yl)oxy)acetamide